5-((6-(4-(3-(difluoromethyl)quinoxalin-2-yl)-1H-pyrazol-1-yl)hexyl)amino)-2-(2,6-dioxopiperidin-3-yl)isoindoline-1,3-dione FC(C=1C(=NC2=CC=CC=C2N1)C=1C=NN(C1)CCCCCCNC=1C=C2C(N(C(C2=CC1)=O)C1C(NC(CC1)=O)=O)=O)F